N,N-Diisopropyl-ethylamin tert-Butyl-6-((4-(isopropylamino)-5-(trifluoromethyl)pyrimidin-2-yl)amino)-3,4-dihydroisoquinoline-2(1H)-carboxylate C(C)(C)(C)OC(=O)N1CC2=CC=C(C=C2CC1)NC1=NC=C(C(=N1)NC(C)C)C(F)(F)F.C(C)(C)N(C(C)C)CC